tert-butyl 5-iodo-7H-pyrrolo[2,3-d]pyrimidine-7-carboxylate IC1=CN(C=2N=CN=CC21)C(=O)OC(C)(C)C